1-((1-methyl-1H-pyrazol-4-yl)methyl)-1H-imidazole-2-carboxylic acid CN1N=CC(=C1)CN1C(=NC=C1)C(=O)O